N-(3-bromo-5-chloro-2-fluoroisonicotinyl)-O-((1r,3r)-3-(2-(5,6,7,8-tetrahydro-1,8-naphthyridin-2-yl)ethyl)cyclobutyl)-L-homoserine BrC1=C(CN[C@@H](CCOC2CC(C2)CCC2=NC=3NCCCC3C=C2)C(=O)O)C(=CN=C1F)Cl